C1(=CC=C(C=C1)C1=C(NC2=CC=C(C=C2C1=O)Cl)C)C1=CC=CC=C1 3-[1,1'-Biphenyl]-4-yl-6-chloro-2-methyl-4(1H)-quinolinone